CC/C=C\\CC(=O)/C=C/C=C\\C/C=C\\C/C=C\\C/C=C\\CCC(=O)O The molecule is an oxodocosahexaenoic acid that is (4Z,7Z,10Z,13Z,15E,19Z)-docosahexaenoic acid in which the oxo group is located at position 17. An intermediate of specialised proresolving mediators. It has a role as a human xenobiotic metabolite, a PPARalpha agonist, a PPARgamma agonist, an anti-inflammatory agent and an antineoplastic agent. It is an oxodocosahexaenoic acid and an enone. It derives from an all-cis-docosa-4,7,10,13,16,19-hexaenoic acid. It is a conjugate acid of a (4Z,7Z,10Z,13Z,15E,19Z)-17-oxodocosahexaenoate.